C(C)(C)(C)OC(=O)N1CCC2(CC1)C(N(C1=CC(=CC=C12)C1=CC2=C(C(=N1)Cl)N(C=N2)C2CC2)C2CC(C2)N2CC(CCC2)(C)C)=O 6-(4-Chloro-3-cyclopropyl-3H-imidazo[4,5-c]pyridin-6-yl)-1-((1s,3s)-3-(3,3-dimethylpiperidin-1-yl)cyclobutyl)-2-oxospiro[indoline-3,4'-piperidine]-1'-carboxylic acid tert-butyl ester